cyclohexyl (2,2,2-trifluoroethyl) n-butylphosphonate C(CCC)P(OC1CCCCC1)(OCC(F)(F)F)=O